3-aminoquinolinic acid NC1(C(N=CC=C1)C(=O)O)C(=O)O